5-amino-N-((3-fluoropyridin-2-yl)methyl)-N-(2,4,6-trifluorobenzyl)-6,8-dihydro-1H-furo[3,4-d]pyrrolo[3,2-b]pyridine-2-carboxamide NC1=C2C(=C3C(=N1)C=C(N3)C(=O)N(CC3=C(C=C(C=C3F)F)F)CC3=NC=CC=C3F)COC2